1-(tert-butyl)-3-(3,3-dimethoxycyclopentyl)-1H-pyrazol-5-amine C(C)(C)(C)N1N=C(C=C1N)C1CC(CC1)(OC)OC